NC1=NN(C=C1S(=O)(=O)NC=1C=CC(=C2C(=CNC12)C#N)C)CC 3-Amino-N-(3-cyano-4-methyl-1H-indol-7-yl)-1-ethyl-pyrazol-4-sulfonamid